(1-((tert-butyldiphenylsiloxy)methyl)cyclobutyl)methanol O([Si](C1=CC=CC=C1)(C1=CC=CC=C1)C(C)(C)C)CC1(CCC1)CO